C1(=CC=CC=C1)[B-](C1=CC=CC=C1)(C1=CC=CC=C1)C1=CC=CC=C1.C(C)(C)(C)[PH+](C1=CC(=CC(=C1)OC)OC)C(C)(C)C di-(tert-butyl)(3,5-dimethoxyphenyl)phosphonium tetraphenylborate